FC1=CC=C(C=C1)NC(=O)N1C(CC(C1)O)C(=O)N N1-(4-fluorophenyl)-4-hydroxypyrrolidine-1,2-dicarboxamide